tert-Butyl [2-(1-methyl-1H-imidazol-2-yl)-2-oxoethyl]carbamate CN1C(=NC=C1)C(CNC(OC(C)(C)C)=O)=O